C[C@](N)(C(C)C)C(=O)O alpha-methyl-L-valine